(S)-ethyl 3-amino-3-(2,4-difluoro-2',4',6'-trimethyl-5-(trifluoromethyl)biphenyl-3-yl)propanoate N[C@@H](CC(=O)OCC)C=1C(=C(C=C(C1F)C(F)(F)F)C1=C(C=C(C=C1C)C)C)F